1,5-dimethylquinoxalin-2(1H)-one CN1C(C=NC2=C(C=CC=C12)C)=O